NC1=NC2=C(C(=CC=C2C(=C1C#N)C=1CN(CC1)C(=O)OC(C)(C)C)Br)F Tert-butyl 3-(2-amino-7-bromo-3-cyano-8-fluoroquinolin-4-yl)-2,5-dihydro-1H-pyrrole-1-carboxylate